2,2',2''-(10-(4-((2-((((1R,8S,9s)-bicyclo[6.1.0]non-4-yn-9-ylmethoxy)carbonyl)amino)ethyl)amino)-1-carboxy-4-oxobutyl)-1,4,7,10-tetraazacyclododecane-1,4,7-triyl)triacetic acid [C@H]12CCC#CCC[C@@H]2C1COC(=O)NCCNC(CCC(C(=O)O)N1CCN(CCN(CCN(CC1)CC(=O)O)CC(=O)O)CC(=O)O)=O